ClC=1C=C2C(CCC3(CCC(C(C1)=C32)(C)C)C)(C)C 5-chloro-3,3,7,7,9a-pentamethyl-1,2,8,9-tetrahydrophenalene